1-(2,6-dichloro-phenyl)-3-{3-fluoro-4-[7-(5-methyl-1H-imidazol-2-yl)-1-oxo-2,3-dihydro-1H-isoindol-4-yl]-phenyl}-urea ClC1=C(C(=CC=C1)Cl)NC(=O)NC1=CC(=C(C=C1)C1=C2CNC(C2=C(C=C1)C=1NC(=CN1)C)=O)F